methyl 6-(4-methoxy-2-methyl-phenyl)-5-{4-[1-(3-fluoro-propyl)-pyrrolidin-3-yloxy]-phenyl}-8,9-dihydro-7H-benzocycloheptene-2-carboxylate COC1=CC(=C(C=C1)C1=C(C2=C(CCC1)C=C(C=C2)C(=O)OC)C2=CC=C(C=C2)OC2CN(CC2)CCCF)C